N[C@@H](CNC1=NC(=C2C(=N1)N(N=C2)C)NC2=CC=C(C=C2)OC(C)C)C2=CC=CC=C2 N6-[(2R)-2-amino-2-phenyl-ethyl]-N4-(4-isopropoxyphenyl)-1-methyl-pyrazolo[3,4-d]pyrimidine-4,6-diamine